ClC1=NC=CC(=C1)OC1=C(C=C(COC=2C=C3N(C(N2)=O)CC24N3CC(C2)C4)C=C1F)F 3-((4-((2-chloropyridin-4-yl)oxy)-3,5-difluorobenzyl)oxy)-7,8-dihydro-1H,6H,9H-7,8a-methanopyrrolo[1',2':3,4]imidazo[1,2-c]pyrimidin-1-one